NC1CN(CCC1)C=1C=CN2N=CN=CC21 5-(3-aminopiperidin-1-yl)pyrrolo[2,1-f][1,2,4]triazin